2-[(2,2-difluoro-2H-1,3-benzodioxol-5-yl)oxy]-N-[3-(2-{[2-(trifluoromethyl)pyridin-4-yl]oxy}acetamido)bicyclo[1.1.1]pentan-1-yl]acetamide FC1(OC2=C(O1)C=CC(=C2)OCC(=O)NC21CC(C2)(C1)NC(COC1=CC(=NC=C1)C(F)(F)F)=O)F